ClC=1C=C2C(=NC=NC2=C(C1C1=C2C=NNC2=CC=C1F)F)N1CCN(CC1)C(C=C)=O 1-(4-(6-chloro-8-fluoro-7-(5-fluoro-1H-indazol-4-yl)quinazolin-4-yl)piperazin-1-yl)prop-2-en-1-one